5-Cyano-N-(3-(1-(difluoromethyl)-1H-pyrazol-4-yl)-1H-indazol-5-yl)-3-methylpicolinamide C(#N)C=1C=C(C(=NC1)C(=O)NC=1C=C2C(=NNC2=CC1)C=1C=NN(C1)C(F)F)C